FC1=CC(=C(C=C1)C=1C=C2C(=NNC2=CC1)CCNC)OCCC=1C(=NN(C1C)C)C [2-(5-{4-fluoro-2-[2-(1,3,5-trimethyl-1H-pyrazol-4-yl)ethoxy]phenyl}-1H-indazol-3-yl)ethyl](methyl)amine